O=C1N(C(C2=CC=CC=C12)=O)CCN1C[C@H](CCC1)C1CN(C1)C(=O)OC(C)(C)C (R)-tert-butyl 3-(1-(2-(1,3-dioxoisoindolin-2-yl)ethyl)piperidin-3-yl)azetidine-1-carboxylate